COC1=C2C(=CN=C1C(F)(F)F)NC(=C2)C(=O)O 4-methoxy-5-(trifluoromethyl)-1H-pyrrolo[2,3-c]pyridine-2-carboxylic acid